NCC=1C(=C(C=CC1)C1=CC(=CC=2C=COC21)[C@@H]2CN(C1=C(O2)C(=CC=C1)CC(=O)O)C)F |r| (±)-2-(2-(7-(3-(Aminomethyl)-2-fluorophenyl)benzofuran-5-yl)-4-methyl-3,4-dihydro-2H-benzo[b][1,4]oxazin-8-yl)acetic acid